rac-N1-(((4R,5R)-7-ethyl-4-(4-fluorophenyl)-6-oxo-1-phenyl-5-(3-(trifluoromethyl)benzamido)-4,5,6,7-tetrahydro-1H-pyrazolo[3,4-b]pyridine-3-yl)methyl)-N4-(2-hydroxyethyl)fumaramide C(C)N1C2=C([C@H]([C@H](C1=O)NC(C1=CC(=CC=C1)C(F)(F)F)=O)C1=CC=C(C=C1)F)C(=NN2C2=CC=CC=C2)CNC(\C=C\C(=O)NCCO)=O |r|